2-((boc)amino)-3-ethoxy-3-oxopropionic acid C(=O)(OC(C)(C)C)NC(C(=O)O)C(=O)OCC